ClC1=CC(=CC2=C1NC=N2)CNC(CN2C(C(=NC=C2C=2C=NN(C2)C)NCCC2=CC=CC=C2)=O)=O N-((7-CHLORO-1H-BENZO[D]IMIDAZOL-5-YL)METHYL)-2-(6-(1-METHYL-1H-PYRAZOL-4-YL)-2-OXO-3-(PHENETHYLAMINO)PYRAZIN-1(2H)-YL)ACETAMIDE